C(C)(C)(C)OC(=O)N1C2C(CC1)CNC2 hexahydropyrrolo[3,4-b]Pyrrole-1(2H)-carboxylic acid tert-butyl ester